5-(7-chloro-3-cyclohexyl-2-methyl-1,1-dioxido-5-phenyl-2,3,4,5-tetrahydrobenzo[f][1,2,5]thiadiazepin-8-yl)-3-methylthiophene-2-carboxylic acid ClC=1C(=CC2=C(N(CC(N(S2(=O)=O)C)C2CCCCC2)C2=CC=CC=C2)C1)C1=CC(=C(S1)C(=O)O)C